[1-(2-diphenylphosphanylnaphthalen-1-yl)naphthalen-2-yl]-diphenylphosphane C1(=CC=CC=C1)P(C1=C(C2=CC=CC=C2C=C1)C1=C(C=CC2=CC=CC=C12)P(C1=CC=CC=C1)C1=CC=CC=C1)C1=CC=CC=C1